C(C1=CC=CC=C1)OC=1C=C2C=CC(=C(C2=CC1)OC1=CC=C(OCCN2N=NC(=C2)CN2CCN(CC2)C=2C=C3CN(C(C3=CC2)=O)C2C(NC(CC2)=O)=O)C=C1)C1=CC=C(C=C1)S(=O)(=O)C 3-(5-(4-((1-(2-(4-((6-(benzyloxy)-2-(4-(methylsulfonyl)phenyl)naphthalen-1-yl)oxy)phenoxy)ethyl)-1H-1,2,3-triazol-4-yl)methyl)piperazin-1-yl)-1-oxoisoindolin-2-yl)-piperidine-2,6-dione